(4-(benzo[b]thiophen-4-yl)thiophen-2-yl)-3-oxopropanoic acid S1C2=C(C=C1)C(=CC=C2)C=2C=C(SC2)C(C(=O)O)C=O